[N+](=O)(OCCC(CCO[N+](=O)[O-])(O)C1CCN(CC1)S(=O)(=O)C1=CC(=C(C=C1)OCCC)C=1NC(C2=C(N1)C(=CN2CC)CCC)=O)[O-] 3-(1-((3-(5-ethyl-4-oxo-7-propyl-4,5-dihydro-3H-pyrrolo[3,2-d]pyrimidin-2-yl)-4-propoxyphenyl)sulfonyl)piperidin-4-yl)-3-hydroxypentane-1,5-diyl dinitrate